O=C1OCC2=C1C=CC=C2 oxo-1,3-dihydro-2-benzofuran